3-acetyl-1-(2-((2-(3-chloro-2-fluorophenylmethylamino)-2-oxoethyl)(cyclopropyl)amino)-2-oxoethyl)-1H-indazole-5-carboxylic acid C(C)(=O)C1=NN(C2=CC=C(C=C12)C(=O)O)CC(=O)N(C1CC1)CC(=O)NCC1=C(C(=CC=C1)Cl)F